BrC=1C=C(CN2CCC(CC2)(F)F)C=C(C1OC)F (3-bromo-5-fluoro-4-methoxybenzyl)-4,4-difluoropiperidine